(2S,4R)-N-((S)-1-(((6-amino-2-methylpyridin-3-yl)methyl)amino)-1-oxopropan-2-yl)-4-benzylpiperidine-2-carboxamide NC1=CC=C(C(=N1)C)CNC([C@H](C)NC(=O)[C@H]1NCC[C@H](C1)CC1=CC=CC=C1)=O